(S)-4-(2-(1-(2-fluoroethyl)-3-(trifluoromethyl)-1H-pyrazol-4-yl)phenyl)-4,5,6,7-tetrahydrothieno[2,3-c]pyridine-2-carbonitrile TFA salt OC(=O)C(F)(F)F.FCCN1N=C(C(=C1)C1=C(C=CC=C1)[C@H]1C2=C(CNC1)SC(=C2)C#N)C(F)(F)F